3-Butylheptyl 8-((8-(heptadecan-9-yloxy)-8-oxooctyl)(2-hydroxyethyl)amino)octanoate CCCCCCCCC(CCCCCCCC)OC(CCCCCCCN(CCCCCCCC(=O)OCCC(CCCC)CCCC)CCO)=O